Cl.CN1N=CC=C1C1CCN(CC1)C1CC2(C1)CN(CC2)C(=O)OCC Ethyl cis-2-[4-(1-methyl-1H-pyrazol-5-yl) piperidin-1-yl]-6-azaspiro[3.4]octane-6-carboxylate hydrochloride